disodium pentamethylene phosphonate P1(OCCCCCO1)=O.[Na].[Na]